8-[(1R)-1-Aminoethyl]-2-(6-fluoro-2-pyridyl)-3,6-dimethyl-chromen-4-one N[C@H](C)C=1C=C(C=C2C(C(=C(OC12)C1=NC(=CC=C1)F)C)=O)C